(3-(tri-fluoromethyl)phenethyl)benzenesulfonamide FC(C=1C=C(CCC2=C(C=CC=C2)S(=O)(=O)N)C=CC1)(F)F